methyl-bis(oleamidoethyl)-2-hydroxyethyl-methyl-ammonium sulfate S(=O)(=O)([O-])[O-].CC[N+](CCO)(CCNC(CCCCCCC\C=C/CCCCCCCC)=O)CCNC(CCCCCCC\C=C/CCCCCCCC)=O.CC[N+](CCNC(CCCCCCC\C=C/CCCCCCCC)=O)(CCNC(CCCCCCC\C=C/CCCCCCCC)=O)CCO